FC1=C(C=CC(=C1)F)C(\C=C\C1=CC(=C(C=C1)O)OCC)=O (E)-1-(2,4-Difluorophenyl)-3-(3-ethoxy-4-hydroxyphenyl)prop-2-en-1-one